phenyl-2-morpholinopropan-1-one C1(=CC=CC=C1)C(C(C)N1CCOCC1)=O